isophthalyl alcohol OCC1=CC(CO)=CC=C1